OC1=CC=C(C=C1)C1=NC=CC=C1 2-(4-hydroxyphenyl)pyridine